FC1=CC=C(C=C1)CC(=O)NC1=NC=CC(=C1)C1=C(C2=NC(=CC=C2N1)OC)C1=NC=CC=C1 2-(4-Fluorophenyl)-N-{4-[5-methoxy-3-(pyridin-2-yl)-1H-pyrrolo[3,2-b]pyridin-2-yl]pyridin-2-yl}acetamid